(6aR,7R,10aS)-2-(6,8-difluoroquinolin-4-yl)-4-(2-fluorophenyl)-7,10a-dimethyl-8-oxo-5,6,6a,7,8,10a-hexahydrobenzo[h]quinazoline-9-carbonitrile FC=1C=C2C(=CC=NC2=C(C1)F)C1=NC=2[C@]3([C@H](CCC2C(=N1)C1=C(C=CC=C1)F)[C@H](C(C(=C3)C#N)=O)C)C